FC1=CC2=C(N=C(N=C2)SC)N(C1=O)[C@H]1[C@](CCC1)(C)O |r| (±)-6-fluoro-8-[(1R,2R)-2-hydroxy-2-methylcyclopentyl]-2-(methylsulfanyl)pyrido[2,3-d]pyrimidin-7(8H)-one